NC1=C(C=C(C(=N1)NC(C(C)(C)C)=O)S(=O)(=O)C)Br N-(6-amino-5-bromo-3-(methylsulfonyl)pyridin-2-yl)trimethylacetamide